FC(S(=O)(=O)OC1=CC(=C(C(=C1)O[Si](C)(C)C)[C@@H]1C=C(CC[C@H]1C(=C)C)C)O[Si](C)(C)C)(F)F 4-((1R,6R)-3-methyl-6-(prop-1-en-2-yl)cyclohex-2-enyl)-3,5-bis(trimethylsilyloxy)phenyl trifluoromethanesulfonate